C1(=CC=CC=C1)CC(=O)N[C@@H]1CNCC1 (S)-2-phenyl-N-(pyrrolidin-3-yl)acetamide